(R)-4-(4-(3-(2-chlorophenyl)ureido)-1H-pyrazol-1-yl)-N-(1-(methyl-d3)pyrrolidin-3-yl)thiophene-2-carboxamide ClC1=C(C=CC=C1)NC(NC=1C=NN(C1)C=1C=C(SC1)C(=O)N[C@H]1CN(CC1)C([2H])([2H])[2H])=O